CC1=C(C(=C(C(=C1N)C)C)C)C penta-methylaniline